C1(CCCCC1)C1=C(C(=CC=C1)F)F 1-cyclohexyl-2,3-difluorobenzene